OCCS(=O)(=O)CC(CCCC(C(=O)NNC)(C)C=1C=C(OC(C(=O)OC)C)C=CC1)(C)C methyl 2-(3-(7-((2-hydroxyethyl)sulfonyl)-2,6,6-trimethyl-1-(2-methylhydrazineyl)-1-oxoheptan-2-yl)phenoxy)propanoate